FC1=CC(=CC=C1)O 2-fluoro-6-hydroxybenzene